NC[C@]1(N(CCC1)C(=O)OC(C)(C)C)C tert-butyl (2S)-2-(aminomethyl)-2-methyl-pyrrolidine-1-carboxylate